tert-butyl 4-(4-hydroxy-2,7-dimethyl-8-oxo-7,8-dihydropyrido[3,4-d]pyrimidin-6-yl)-3,6-dihydropyridine-1(2H)-carboxylate OC=1C2=C(N=C(N1)C)C(N(C(=C2)C=2CCN(CC2)C(=O)OC(C)(C)C)C)=O